S=C1NC(C2=C(N1CC=1C(=NC=CC1)[C@@H]1NCC[C@@H](C1)C(F)(F)F)C=CN2)=O |r| rac-2-Thioxo-1-((2-((2R,4S)-4-(trifluoromethyl)piperidin-2-yl)pyridin-3-yl)methyl)-1,2,3,5-tetrahydro-4H-pyrrolo[3,2-d]pyrimidin-4-one